N-(2-((5-amino-2-(1H-pyrazol-5-yl)thieno[3,2-b]pyridin-7-yl)amino)ethyl)-N-methylpropanamide NC1=CC(=C2C(=N1)C=C(S2)C2=CC=NN2)NCCN(C(CC)=O)C